3,5-difluorophenyl-acrylic acid FC=1C=C(C=C(C1)F)C(C(=O)O)=C